CC1(OB(OC1(C)C)C=1C=C(C=2N(C1)C=CN2)N2CCOCC2)C 4-[6-(4,4,5,5-tetramethyl-1,3,2-dioxaborolan-2-yl)imidazo[1,2-a]pyridin-8-yl]morpholine